4-benzyl-7-methyl-8-(3-(trifluoromethyl)-7,8-dihydro-1,6-naphthyridin-6(5H)-yl)-3,4-dihydropyrido[3,2-f][1,4]oxazepin-5(2H)-one C(C1=CC=CC=C1)N1CCOC2=C(C1=O)C=C(C(=N2)N2CC=1C=C(C=NC1CC2)C(F)(F)F)C